4H-isoxazole O1N=CCC1